C(C)OC(=O)C=1C=NN(C1I)CC1=CC=C(C=C1)OC 5-iodo-1-(4-methoxybenzyl)-1H-pyrazole-4-carboxylic acid ethyl ester